BrC1=CC=2NC3[C@@H](CCCCC=4N(N=CC4C4=NC(=CC(C(NC3=NC2C=C1)=O)=C4)C)C)C (11R)-16-bromo-5,11,26-trimethyl-4,5,13,20,22,27-hexazapentacyclo-[22.3.1.02,6.012,21.014,19]octacosa-1(27),2(6),3,14(19),15,17,20,24(28),25-nonaen-23-one